6-chloro-N-cyclopropyl-5-(piperazin-1-yl)picolinamide ClC1=C(C=CC(=N1)C(=O)NC1CC1)N1CCNCC1